4-(3-chlorophenyl)piperidin-4-ol ClC=1C=C(C=CC1)C1(CCNCC1)O